Cl.Cl.N1CCNC(C2=C1C=CC=C2)=O 2,3-dihydro-1,4-benzodiazepin-5-one dihydrochloride